BrC=1C=C(CN(C(C(CC)(C)C)=O)O)C=CC1 N-(3-bromobenzyl)-N-hydroxy-2,2-dimethylbutanamide